4-fluoro-6-(8-methoxy-2-methylimidazo[1,2-b]pyridazin-6-yl)-N-methyl-N-(piperidin-4-yl)-1,3-benzothiazol-2-amine FC1=CC(=CC2=C1N=C(S2)N(C2CCNCC2)C)C=2C=C(C=1N(N2)C=C(N1)C)OC